C1(CC1)C=1C=C(N)C=C(C1)CN1C[C@H](N[C@H](C1)C)C 3-cyclopropyl-5-(((3R,5S)-3,5-dimethylpiperazine-1-yl)methyl)aniline